(4-(5-(2-chlorophenyl)-5-(trifluoromethyl)-4,5-dihydroisoxazol-3-yl)phenyl)(3,4-dihydroquinolin-1(2H)-yl)methanone ClC1=C(C=CC=C1)C1(CC(=NO1)C1=CC=C(C=C1)C(=O)N1CCCC2=CC=CC=C12)C(F)(F)F